(S)-1-((S)-(1-((5-((3,5-difluoropyridin-2-yl)oxy)pyridin-2-yl)amino)-1-oxopropan-2-yl)-4,4-difluoropiperidin-3-yl)pyridine 1-oxide FC=1C(=NC=C(C1)F)OC=1C=CC(=NC1)NC(C(C)N1C[C@@H](C(CC1)(F)F)[N@@+]1(CC=CC=C1)[O-])=O